COC1=C(C=C(C=C1)CNCC1=CC(=NC=C1)N1CCCCC1)O 2-methoxy-5-[[[2-(1-piperidinyl)-4-pyridinyl]methylamino]-methyl]phenol